CC1=CC=2C(=NC(=CC2)C(F)(F)F)N1C1=CC2=C(N=CS2)C=C1 6-(2-Methyl-6-(trifluoromethyl)-1H-pyrrolo[2,3-b]pyridin-1-yl)benzo[d]thiazol